COC(\C=C\CN(C)CCOCCOCCOCCOCCN(C(=O)OC(C)(C)C)C(=O)OC(C)(C)C)=O methyl-(E)-4-[2-[2-[2-[2-[2-[bis(tert-butoxycarbonyl)amino]ethoxy]ethoxy]ethoxy]ethoxy]-ethyl-methyl-amino]but-2-enoate